tert-Butyl 4-(6-bromo-8-fluoro-2-quinolyl)piperidine-1-carboxylate BrC=1C=C2C=CC(=NC2=C(C1)F)C1CCN(CC1)C(=O)OC(C)(C)C